4-Amino-3-[6-(3-formyl-2-butoxy-5-methylphenyl)pyridin-3-ylazo]naphthalene-1-sulfonic acid NC1=C(C=C(C2=CC=CC=C12)S(=O)(=O)O)N=NC=1C=NC(=CC1)C1=C(C(=CC(=C1)C)C=O)OCCCC